2-(prop-1-yn-1-yl)-5-(trifluoromethoxy)pyridine C(#CC)C1=NC=C(C=C1)OC(F)(F)F